C(C1=CC=CC=C1)(C1=CC=CC=C1)N1[C@@H]([C@@H](C1)NC(OC(C)(C)C)=O)C tert-butyl ((2R,3R)-1-benzhydryl-2-methylazetidin-3-yl)carbamate